ClC1=C(C=C(C=C1)C=1C(=NC(=NC1)NS(=O)(=O)C1=CC(=CC=C1)[N+](=O)[O-])C1=CC=C(C=C1)C(F)(F)F)OCC(C)(C)C N-(5-(4-chloro-3-(neopentyloxy)phenyl)-4-(4-(trifluoromethyl)phenyl)pyrimidin-2-yl)-3-nitrobenzenesulfonamide